CC1=NC=CC2=C1N=C(O2)C dimethyloxazolo[4,5-c]pyridine